P(=O)(O)(O)OC[C@@H]1C[C@H]([C@@H](O1)N1C=NC=2C(NCCCCCCN=[N+]=[N-])=NC=NC12)O N6-(6-Azido)hexyl-3'-deoxyadenosine-5'-monophosphate